ClC=1C(=NC(=C(C1)F)N1C(N(C(=CC1=O)C(F)(F)F)C)=O)OC=1C(=NC=CC1)OCC(=O)OCC=1N=NC=CC1 pyridazin-3-ylmethyl {[3-({3-chloro-5-fluoro-6-[3-methyl-2,6-dioxo-4-(trifluoromethyl)-3,6-dihydropyrimidin-1(2H)-yl]pyridin-2-yl}oxy)pyridin-2-yl]oxy}acetate